COC1=CC=C(C=C1)N1N=C(C2(C1=O)N(N=CC1=CC=CC=C12)C(C=C(C)C)=O)C 1'-(4-Methoxyphenyl)-3'-methyl-2-(3-methylbut-2-enoyl)-2H-spiro[phthalazine-1,4'-pyrazol]-5'(1'H)-one